COCCN1[C@@H]2CN([C@H](C1)C2)C2=CC(=NC=C2)NC=2SC1=NC(=CC=C1N2)C=2C=NNC2C N-(4-((1S,4S)-5-(2-methoxyethyl)-2,5-diazabicyclo[2.2.1]heptan-2-yl)pyridin-2-yl)-5-(5-methyl-1H-pyrazol-4-yl)thiazolo[5,4-b]pyridin-2-amine